N'-((1,1,3,3-tetramethoxydisiloxane-1,3-diyl)bis(propan-3,1-diyl))bis(1,1,1-trimethyl-N-phenylsilanamine) CO[Si](O[Si](OC)(OC)CCCN([Si](C)(C)C)C1=CC=CC=C1)(OC)CCCN([Si](C)(C)C)C1=CC=CC=C1